4-[(5-fluoro-4-{1-methyl-2-oxa-5-azabicyclo[2.2.1]heptan-5-yl}pyrimidin-2-yl)amino]benzenesulfonamide FC=1C(=NC(=NC1)NC1=CC=C(C=C1)S(=O)(=O)N)N1C2COC(C1)(C2)C